(R)-5-(4-(1-methyl-1H-pyrazol-4-yl)-7H-pyrrolo[2,3-d]pyrimidin-5-yl)-N-(1,1,1-trifluoropropan-2-yl)pyrazolo[1,5-a]pyridine-3-carboxamide CN1N=CC(=C1)C=1C2=C(N=CN1)NC=C2C2=CC=1N(C=C2)N=CC1C(=O)N[C@@H](C(F)(F)F)C